4,4-dimethyl-2-(1,2,4-triazol-1-yl)pent-1-en-3-ol CC(C(C(=C)N1N=CN=C1)O)(C)C